CNC=1C=NC(=NC1)N N5-methylpyrimidine-2,5-diamine